C1(=CC=CC=C1)NC(N)(C1=CC=CC=C1)C1=CC=CC=C1 triphenylmethanediamine